FC(C(F)F)(OC)F 1,1,2,2-tetrafluoro-1-methoxyethane